2-bromo-4-methyloxazole BrC=1OC=C(N1)C